FC(S(=O)(=O)[O-])(F)F.FC(S(=O)(=O)[O-])(F)F.[Li+].[Li+] Lithium bis-trifluoromethanesulfonate